5-(3-fluorophenyl)-3-(1-isopropyl-1H-indol-5-yl)-1,2,4-oxadiazole FC=1C=C(C=CC1)C1=NC(=NO1)C=1C=C2C=CN(C2=CC1)C(C)C